C(C)OC(=O)C=1C(=NC(=NC1S(=O)(=O)C)NCCOC)C=1OC=CC1 4-(2-furanyl)-2-(2-methoxyethylamino)-6-methylsulfonyl-pyrimidine-5-carboxylic acid ethyl ester